NCC(=O)C1=CC=C(C=C1)C1=C(C=C(C#N)C=C1)OC=1N(N=C(C1)C1CC1)C 4-[4-(2-aminoacetyl)phenyl]-3-(5-cyclopropyl-2-methylpyrazol-3-yl)oxybenzonitrile